BrC1=C(C(=C(C=C1)I)Cl)F 1-bromo-3-chloro-2-fluoro-4-iodobenzene